cis-3-[(7S)-2-Benzyl-6-(methoxycarbonyl)-7-methyl-3H,6H,7H,8H,9H-imidazo[4,5-f]chinolin-3-yl]cyclobutan C(C1=CC=CC=C1)C=1N(C=2C(=C3CC[C@@H](N(C3=CC2)C(=O)OC)C)N1)C1CCC1